Potassium Sorbat C(\C=C\C=C\C)(=O)[O-].[K+]